(2S)-2-{[(1S)-1-phenyl-2-(pyridin-1-ium-2-yl)ethyl]carbamoyl}pyrrolidin-1-ium C1(=CC=CC=C1)[C@H](CC1=[NH+]C=CC=C1)NC(=O)[C@H]1[NH2+]CCC1